C(C)(C)(C)OC(=O)N1C[C@H]2CC[C@@H](C1)C2N.FC2=NN(C1=C2N=CNC1=O)CCOC 3-fluoro-1-(2-methoxyethyl)-1H-pyrazolo[4,3-d]pyrimidin-7(6H)-one (1R,5S,8s)-tert-Butyl-8-amino-3-azabicyclo[3.2.1]octane-3-carboxylate